C(C)OC(CC1=C(C=C(C=C1)C(C)N[S@](=O)C(C)(C)C)OCC=1C=C(C2=C(C=CO2)C1)C1=CC(=CC=C1)CNC(=O)OC(C)(C)C)=O.C(CCCCCCCCCCCCCCCCC)(=O)[O-].[Ca+2].C(CCCCCCCCCCCCCCCCC)(=O)[O-] Calcium stearat ethyl-2-(2-((7-(3-(((tert-butoxycarbonyl)amino)methyl)phenyl)benzofuran-5-yl)methoxy)-4-(1-((R)-1,1-dimethylethylsulfinamido)ethyl)phenyl)acetate